alpha-D-mannopyranosyl-(1->4) 2-amino-2-deoxy-alpha-D-glucopyranoside N[C@H]1[C@@H](O[C@@H]2[C@@H](O)[C@@H](O)[C@H](O)[C@H](O2)CO)O[C@@H]([C@H]([C@@H]1O)O)CO